O1C(=CC=C1)C1=NN2C(N=C(C=C2)NCCCO)=C1C#N 2-(2-furyl)-5-(3-hydroxypropyl-amino)pyrazolo[1,5-a]pyrimidine-3-carbonitrile